sodium 2,5-dimethylphenol CC1=C(C=C(C=C1)C)O.[Na]